FC1=C(C#N)C=C(C(=C1C(C)C)N=C=O)C1CCOCC1 2-fluoro-4-isocyanato-3-isopropyl-5-(tetrahydro-2H-pyran-4-yl)benzonitrile